methyl-3,4-ethylenedioxythiophene CC=1SC=C2C1OCCO2